CSC1=CC=C(C=C1)C=1NC(=C(N1)C1=CC=C(C=C1)C)C1=CC=C(C=C1)C 2-(4-(methylthio)phenyl)-4,5-di-p-tolyl-1H-imidazole